N-((6S,7S)-6-([1,1'-biphenyl]-3-ylmethyl)-5-((R)-2-cyclopropyl-2-hydroxyacetyl)-5-azaspiro[2.4]heptan-7-yl)methanesulfonamide C1(=CC(=CC=C1)C[C@@H]1N(CC2(CC2)[C@@H]1NS(=O)(=O)C)C([C@H](O)C1CC1)=O)C1=CC=CC=C1